Tert-Butyl ((2-(fluoromethyl)pyrimidin-4-yl)methyl)carbamate FCC1=NC=CC(=N1)CNC(OC(C)(C)C)=O